tert-butyl (1S,4S)-5-(8-((3-chloro-4-(difluoromethoxy)-2-fluorophenyl)amino)pyrimido[5,4-d]pyrimidin-2-yl)-2,5-diazabicyclo[2.2.2]octane-2-carboxylate ClC=1C(=C(C=CC1OC(F)F)NC1=NC=NC2=C1N=C(N=C2)N2[C@@H]1CN([C@H](C2)CC1)C(=O)OC(C)(C)C)F